1,3-diethyl-1,3-diphenyl-urea C(C)N(C(=O)N(C1=CC=CC=C1)CC)C1=CC=CC=C1